5-(pyrrolidin-1-yl)pentanoic acid 1-hydroxydec-4-yl ester OCCCC(CCCCCC)OC(CCCCN1CCCC1)=O